N-((1S,3R)-3-(5-(hydroxymethyl)-1,2,4-thiadiazol-3-yl)-3-((3',4,6-trifluoro-2'-hydroxy-[1,1'-biphenyl]-3-yl)methyl)cyclopentyl)methanesulfonamide OCC1=NC(=NS1)[C@@]1(C[C@H](CC1)NS(=O)(=O)C)CC=1C=C(C(=CC1F)F)C1=C(C(=CC=C1)F)O